C(#N)C=1N=C2C(=CC(N(C2=CC1)C)=O)N(C=1C=C(C=CC1)C1=CC=C(C=C1)CS(=O)(=O)N)CC1CC1 (3'-((6-cyano-1-methyl-2-oxo-1,2-dihydro-1,5-naphthyridin-4-yl)(cyclopropylmethyl)amino)-[1,1'-biphenyl]-4-yl)methanesulfonamide